FC1(CCC(CC1)C=1N=CC2=C(N1)NC(C=C2C)=O)F (4,4-difluorocyclohexyl)-5-methyl-pyrido[2,3-d]pyrimidin-7(8H)-one